C(C)(=O)N1CC[C@@H]2N(C([C@H](C1)NC(=O)C=1NC3=CC=C(C=C3C1)C(F)(F)P(O)(O)=O)=O)[C@@H](CC2)C(NC2CN(C2)C(C)=O)=O ((2-(((5S,8S,10aR)-3-acetyl-8-((1-acetylazetidin-3-yl)carbamoyl)-6-oxodecahydro-pyrrolo[1,2-a][1,5]diazocin-5-yl)carbamoyl)-1H-indol-5-yl)difluorometh-yl)phosphonic acid